3-vinylpyrazine-2-carboxamide C(=C)C=1C(=NC=CN1)C(=O)N